5-ethylsulfonyl-2-iodo-6-[7-(trifluoromethyl)imidazo[1,2-c]pyrimidin-2-yl]pyridin-3-ol Ethyl-1-(3-(4-hydroxyphenyl)-6-(3-methoxypropyl)pyrazin-2-yl)piperidine-4-carboxylate C(C)C1N(CCC(C1)C(=O)OC=1C(=NC(=C(C1)S(=O)(=O)CC)C=1N=C2N(C=NC(=C2)C(F)(F)F)C1)I)C1=NC(=CN=C1C1=CC=C(C=C1)O)CCCOC